tert-butyl 2,2-dimethyl-3-oxo-4-propyl-1-oxa-4,9-diazaspiro[5.5]undecane-9-carboxylate CC1(OC2(CN(C1=O)CCC)CCN(CC2)C(=O)OC(C)(C)C)C